oxetan-3-ylmethylene-1H-pyrrolo[2,3-b]Pyridine O1CC(C1)C=C1CC=2C(=NC=CC2)N1